Cl.N[C@H](C(=O)N1[C@@H](C[C@H](C1)O)C(=O)NCC1=NC=C(N=C1)C1=C(N=CS1)C)C(C)(C)C (2S,4R)-1-((S)-2-amino-3,3-dimethylbutanoyl)-4-hydroxy-N-((5-(4-methylthiazol-5-yl)pyrazin-2-yl)methyl)pyrrolidine-2-carboxamide hydrochloride